ClC=1C(=NC(=CC1)Cl)C(=O)NC1=CC(=NC=C1NC)C(F)(F)F 3,6-dichloro-N-[5-(methylamino)-2-(trifluoromethyl)-4-pyridinyl]pyridine-2-carboxamide